OC1C(CCC1)OC1OC(C2=CC=CC=C12)=O ((2-hydroxycyclopentyl)oxy)isobenzofuran-1(3H)-one